1-(2-((2,2-di-fluorobenzo[d][1,3]dioxol-5-yl)-amino)-5-methyl-pyridin-4-yl)-N-(2-hydroxy-1-phenyl-ethyl)-1H-pyrrole-3-carboxamide FC1(OC2=C(O1)C=CC(=C2)NC2=NC=C(C(=C2)N2C=C(C=C2)C(=O)NC(CO)C2=CC=CC=C2)C)F